methyl (S)-2-methylpyrrolidine-2-carboxylate hydrochloride Cl.C[C@@]1(NCCC1)C(=O)OC